FC1=C(C=CC=C1C=1C=NC(=C(C1)F)N1CC(C1)OCCF)CO (2-fluoro-3-{5-fluoro-6-[3-(2-fluoroethoxy)azetidin-1-yl]pyridin-3-yl}phenyl)methanol